CN1C(C(N(C(C1)=O)C)=O)=O 1,4-dimethylpiperazine-2,3,5-trione